[2-(Trifluoromethyl)-1H-indol-5-yl]methylamine FC(C=1NC2=CC=C(C=C2C1)CN)(F)F